C1(CC1)N(C1=C2NC(=NC2=NC(=N1)C=1C(=NC=NC1OC)C1CC1)C)CC1=CC=C(C=C1)C=1N(C=C(N1)C(F)(F)F)C N-cyclopropyl-2-(4-cyclopropyl-6-methoxypyrimidin-5-yl)-8-methyl-N-(4-(1-methyl-4-(trifluoromethyl)-1H-imidazol-2-yl)benzyl)-7H-purin-6-amine